CN1C=NC2=C1C=NC=C2C2=C(N=C(C(=N2)C(=O)N)NC2=CC=C(C=C2)N2CCOCC2)C2COC2 6-(3-Methylimidazo[4,5-c]pyridin-7-yl)-3-(4-morpholinoanilino)-5-(oxetan-3-yl)pyrazin-2-carboxamid